sulphur methyl-pyridine CC1=NC=CC=C1.[S]